C(C)(C)(C)OC(N[C@@H](CO)C1=CC(=CC=C1)OC(F)F)=O (R)-(1-(3-(difluoromethoxy)phenyl)-2-hydroxyethyl)carbamic acid tert-butyl ester